C[C@@H]1O[C@@H](CN(C1)CC1=CC=C(/C=C/C2=NNC3=CC(=CC=C23)[C@@H]2C[C@@]23C(NC2=CC=C(C=C32)OC)=O)C=C1)C (1R,2S)-2-(3-((E)-4-(((2S,6R)-2,6-dimethyl-morpholino)methyl)styryl)-1H-indazol-6-yl)-5'-methoxyspiro[cyclopropane-1,3'-indolin]-2'-one